((2R,3R)-3-(cyclohexylmethoxy)-1-oxo-1-(piperidin-1-yl)butan-2-yl)-2-((S)-2,2-dimethylcyclopropanecarbonyl)-6-(thiazolo[4,5-c]pyridin-4-yl)-2,6-diazaspiro[3.4]octane-8-carboxamide C1(CCCCC1)CO[C@@H]([C@H](C(N1CCCCC1)=O)C1N(CC12CN(CC2C(=O)N)C2=NC=CC1=C2N=CS1)C(=O)[C@@H]1C(C1)(C)C)C